C(C)(=O)O[C@@H]1[C@@H]([C@H](O[C@H]1N1C2=NC(=NC=C2N(C1=O)CC1=CC(=CC=C1)F)N)COC(C)=O)F ((2R,3R,4S,5R)-4-acetoxy-5-(2-amino-7-(3-fluorobenzyl)-8-oxo-7,8-dihydro-9H-purin-9-yl)-3-fluorotetrahydrofuran-2-yl)methylacetat